bis(3,3,5-trimethylcyclohexyl)-amine CC1(CC(CC(C1)C)NC1CC(CC(C1)C)(C)C)C